C(C1=CC=CC=C1)OC(CCS(=O)C1=NC(=CC(=N1)C=1C=CC(N(C1)CC1=CC(=C(C=C1)OC)OC)=O)C(F)F)C1=CC=CC=C1 5-(2-((3-(benzyloxy)-3-phenylpropyl)sulfinyl)-6-(difluoromethyl)pyrimidin-4-yl)-1-(3,4-dimethoxybenzyl)pyridin-2(1H)-one